tert-butyl 7-((2-((tert-butyldimethylsilyl)oxy)ethyl)sulfonyl)-2-(5-((S)-3-methoxy-2-methyl-3-oxopropyl)pyridin-3-yl)-2,6,6-trimethylheptanoate [Si](C)(C)(C(C)(C)C)OCCS(=O)(=O)CC(CCCC(C(=O)OC(C)(C)C)(C)C=1C=NC=C(C1)C[C@@H](C(=O)OC)C)(C)C